C(#N)NC1CC(C1)C(=O)NC1=CC(=CC=C1)C1=CC=CC=C1 (1r,3r)-3-(cyanoamino)-N-(3-phenylphenyl)cyclobutane-1-carboxamide